CN1N=NC2=C1C=C(C=C2)C=2C=CN1N=C(N=CC12)NCC1OCCC1 5-(1-methyl-1H-benzo[d][1,2,3]triazol-6-yl)-N-((tetrahydrofuran-2-yl)methyl)pyrrolo[2,1-f][1,2,4]triazin-2-amine